3,3-diethyl-5-(2-(4-phenylpiperazin-1-yl)ethyl)pyrrolidin-2-one C(C)C1(C(NC(C1)CCN1CCN(CC1)C1=CC=CC=C1)=O)CC